CCCCCCCCC/C=C\CCC(=O)O tsuzuic acid